C1(CC1)COC=1C=C(CCC2=CC=CC=3SC=CC32)C=CC1OC(F)F 4-(3-(cyclopropylmethoxy)-4-(difluoromethoxy)phenethyl)benzo[b]thiophene